FC=1C=C(C=C(C1O)F)[C@@H](CN1C[C@H]2[C@@](C1)(C[C@@H](C2)OC2=CC=CC=C2)O)O (3aR,5R,6aS)-2-((S)-2-(3,5-difluoro-4-hydroxyphenyl)-2-hydroxyethyl)-5-phenoxyhexahydrocyclopenta[c]pyrrol-3a(1H)-ol